2-chloro-5-(3-fluoro-2-nitrophenyl)pyrimidine 5-((2H-tetrazol-5-yl)methyl)-[1,2,4]triazolo[1,5-a]pyridin-8-yl-4-guanidinobenzoate N=1NN=NC1CC1=CC=C(C=2N1N=CN2)OC(C2=CC=C(C=C2)NC(=N)N)=O.ClC2=NC=C(C=N2)C2=C(C(=CC=C2)F)[N+](=O)[O-]